NCCN[C@@H]1CC[C@H](CC1)CC(=O)N[C@@H]1B(OC2=C(C1)C=CC=C2)O (R)-3-(2-(trans-4-(2-aminoethylamino)cyclohexyl)acetamido)-2-hydroxy-3,4-dihydro-2H-benzo[e][1,2]-oxaborinin